(4,5-Difluoro-2-methoxyphenyl)boronic acid FC1=CC(=C(C=C1F)B(O)O)OC